C1CC(CCC1N)N (1s,4s)-cyclohexane-1,4-diamine